3,3'-[1-{4-[1-(3-Hydroxyphenyl)-1-methylethyl]phenyl}ethylene]bisphenol OC=1C=C(C=CC1)C(C)(C)C1=CC=C(C=C1)C(CC=1C=C(C=CC1)O)C=1C=C(C=CC1)O